(6-(3-methoxyoxetan-3-yl)pyridin-3-yl)boronic acid COC1(COC1)C1=CC=C(C=N1)B(O)O